(R)-4-benzyl-3-((2R,3R)-3-((tert-butyldimethylsilyl)oxy)-2-((2,3-dihydro-1H-inden-2-yl)oxy)-3-(3,5-dimethoxy-4-methylphenyl)propionyl)oxazolidin-2-one C(C1=CC=CC=C1)[C@H]1N(C(OC1)=O)C([C@@H]([C@@H](C1=CC(=C(C(=C1)OC)C)OC)O[Si](C)(C)C(C)(C)C)OC1CC2=CC=CC=C2C1)=O